OC1=C(C(=O)N(C=2C=C3C(=NC2)N(N=C3)C)C(C)C)C=C(C(=C1)O)C(C)C 2,4-dihydroxy-N,5-diisopropyl-N-(1-methyl-1H-pyrazolo[3,4-b]pyridin-5-yl)benzamide